C=1(C(=CC=CC1)N)C=1C(=CC=CC1)N [1,1'-biphenyl]-2,2'-diamine